6-(3-(3-methoxytetrahydrofuran-3-yl)-4-methylpyridin-2-yl)imidazo[1,5-a]Pyrazine COC1(COCC1)C=1C(=NC=CC1C)C=1N=CC=2N(C1)C=NC2